OC=1C=C(C=2C=CC3=C(C=C(C=4C=CC1C2C43)S(=O)(=O)O)S(=O)(=O)O)S(=O)(=O)O 8-hydroxy-1,3,6-pyrenetrisulfonic acid